tert-butyl 3-[4-[3-(trifluoromethyl)cyclobutyl]phenyl]azetidine-1-carboxylate FC(C1CC(C1)C1=CC=C(C=C1)C1CN(C1)C(=O)OC(C)(C)C)(F)F